6-(3-((1-(2,3-difluorophenyl)cyclopropyl)glycyl)-3,8-diazabicyclo[3.2.1]octan-8-yl)nicotinonitrile FC1=C(C=CC=C1F)C1(CC1)NCC(=O)N1CC2CCC(C1)N2C2=NC=C(C#N)C=C2